N[C@@H](C)CC(=O)O L-β-Homoalanine